F[C@@H]1CC2=C(NC(N(C2=O)C2CCOCC2)=O)N[C@H]1C1=C(C=CC(=C1)C)F (6R,7S)-6-fluoro-7-(2-fluoro-5-methylphenyl)-3-(tetrahydro-2H-pyran-4-yl)-5,6,7,8-tetrahydropyrido[2,3-d]pyrimidine-2,4(1H,3H)-dione